COCC1=NC(=NC(=C1)N1CC2=C(CCC1)C=CC=C2)N 4-(Methoxymethyl)-6-(1,3,4,5-tetrahydro-2H-benzo[c]azepin-2-yl)pyrimidin-2-amine